6-chloro-3-(2-fluoro-3-((2,2,2-trifluoroethyl)sulfonamido)benzyl)-2-oxo-4-(piperazin-1-ylmethyl)-2H-chromen-7-yl dimethylcarbamate CN(C(OC1=C(C=C2C(=C(C(OC2=C1)=O)CC1=C(C(=CC=C1)NS(=O)(=O)CC(F)(F)F)F)CN1CCNCC1)Cl)=O)C